FC1(CC(C1)CO)F (3,3-Difluorocyclobutyl)methanol